5-((2-hydroxyethyl)(6-(((nonyloxy)carbonyl)oxy)hexyl)amino)pentyl 2-octyldodecanoate C(CCCCCCC)C(C(=O)OCCCCCN(CCCCCCOC(=O)OCCCCCCCCC)CCO)CCCCCCCCCC